C[Si](C(=CN(CC)CC)[SiH2]CNCCNCCC[Si](OC)(OC)OC)(OC)OC 1-methyldimethoxysilyl-2-(diethylamino)(trimethoxysilylpropylaminoethylamino)methylsilylethylene